C1(CCCCC1)CN1N=CC(=C1C)C=1C(=NC(=CC1)N(C=1N=NC(=C(C1)C)NC=1SC2=NC=CC=C2N1)C)C(=O)O 3-(1-(cyclohexylmethyl)-5-methyl-1H-pyrazol-4-yl)-6-(methyl(5-methyl-6-(thiazolo[5,4-b]pyridin-2-ylamino)pyridazin-3-yl)amino)picolinic acid